bromocadmium hydride [H-].Br[Cd+]